FC=1C=C2C(=CNC2=CC1F)NC(C(=O)NCCOC1=CC=C(C=C1)C(F)(F)F)=O N1-(5,6-difluoro-1H-indol-3-yl)-N2-(2-(4-(trifluoromethyl)phenoxy)ethyl)oxalamide